tri-i-propylammonium C(C)(C)[NH+](C(C)C)C(C)C